(S)-9-(tert-Butoxycarbonylamino)-1,4-dioxa-7-spiro[4.4]nonene-7-carboxylic acid ethyl ester C(C)OC(=O)C=1CC2(OCCO2)[C@H](C1)NC(=O)OC(C)(C)C